OC(COC1=C(N=C2C(=CC=NC2=C1)OC1=C(C=C(C=N1)NC(=O)C1(CC1)C(=O)NC1=CC=C(C=C1)F)F)OC)CO 1-N'-[6-[[7-(2,3-dihydroxypropoxy)-6-methoxy-1,5-naphthyridin-4-yl]oxy]-5-fluoropyridin-3-yl]-1-N-(4-fluorophenyl)cyclopropane-1,1-dicarboxamide